[Si](C)(C)(C(C)(C)C)OC[C@H]1C[C@H]([C@H]2[C@@H]1OC(O2)(C)C)N2C=C(C1=C2N=C(N=C1N)Cl)I 7-((3as,4R,6R,6aR)-6-(((tert-butyldimethylsilyl)oxy)methyl)-2,2-dimethyltetrahydro-4H-cyclopenta[d][1,3]dioxol-4-yl)-2-chloro-5-iodo-7H-pyrrolo[2,3-d]pyrimidin-4-amine